N-(2-((((5-(((2-(Hexadecyldimethylammonio)ethoxy)carbonyl)amino)-1,3,3-trimethylcyclohexyl)methyl)carbamoyl)oxy)ethyl)-N,N-dimethylhexadecane-1-aminium dibromide [Br-].[Br-].C(CCCCCCCCCCCCCCC)[N+](CCOC(=O)NC1CC(CC(C1)(C)CNC(=O)OCC[N+](CCCCCCCCCCCCCCCC)(C)C)(C)C)(C)C